2-{3-[(5-tert-butyl-2-methoxyphenyl)-amino]prop-1-yn-1-yl}-N-(1-methylpiperidin-4-yl)-1-(2,2,2-trifluoroethyl)-1H-indol-4-amine C(C)(C)(C)C=1C=CC(=C(C1)NCC#CC=1N(C=2C=CC=C(C2C1)NC1CCN(CC1)C)CC(F)(F)F)OC